C(#N)C1(CC1)C1=CC=C(C=C1)COC1=NN=C(S1)NC(=O)C1=C(C=NC=C1)C1=C(C=CC=C1)OC N-(5-[[4-(1-cyanocyclopropyl)phenyl]methoxy]-1,3,4-thiadiazol-2-yl)-3-(2-methoxyphenyl)pyridine-4-carboxamide